COC1=C(C=C(C=C1)CSC1=CC=CC=C1)B(O)O (2-METHOXY-5-[(PHENYLSULFANYL)METHYL]PHENYL)BORANEDIOL